N[C@H](C=1OC2=C(N1)C=C(C=C2)[C@H](COC)N2C(N[C@H](C2)C(F)F)=O)C2CCC(CC2)(F)F (R)-1-((R)-1-(2-((S)-amino(4,4-difluorocyclohexyl)methyl)benzo[d]oxazol-5-yl)-2-methoxyethyl)-4-(difluoromethyl)imidazolidin-2-one